(5aR,6S,7S,8R,8aS)-7-[(dimethylamino)methyl]-8,8a-dihydroxy-1,3-dimethoxy-6-phenyl-6,7,8,8a-tetrahydro-5aH-cyclopenta[4,5]furo[3,2-c]pyridin CN(C)C[C@@H]1[C@H]([C@@H]2[C@](C=3C(=NC(=CC3O2)OC)OC)([C@@H]1O)O)C1=CC=CC=C1